P(=O)(O)(O)O.C1=CC=CC=C1.C1=CC=CC=C1.C1=CC=CC=C1 tribenzol phosphate